yttrium tricyclopentadiene C1=CC=CC1.C1=CC=CC1.C1=CC=CC1.[Y]